CCCCCCCCCCCCCCCCCCCCCCCCCCCCCCCCCCCCCCCCCCCCCCCCCCCCCCCCCCCCCCCCCCCCCCCCCCCCCCCCCCCCCCCCC n-Nonaoctacontane